FC(C)(F)C=1C(=C(C=CC1)C(C)CC(C)(S(=O)N)C)F {1-[3-(1,1-difluoroethyl)-2-fluorophenyl]ethyl}-2-methylpropane-2-sulfinamide